6-(2-(5-Cyclopropyl-3-(2-(trifluoromethoxy)phenyl)isoxazol-4-yl)-7-azaspiro[3.5]non-1-en-7-yl)-1-methyl-1H-indazol C1(CC1)C1=C(C(=NO1)C1=C(C=CC=C1)OC(F)(F)F)C1=CC2(C1)CCN(CC2)C2=CC=C1C=NN(C1=C2)C